OC(=O)C(F)(F)F.CC=1N=C2N(C=C(N=C2C)NC(=O)C=2C(=NC(=NC2)N2C[C@@H](NCC2)C)OCC)C1 (S)-N-(2,8-dimethylimidazo[1,2-a]pyrazin-6-yl)-4-ethoxy-2-(3-methylpiperazin-1-yl)pyrimidine-5-carboxamide TFA salt